2-cyano-1-(5-(1-(2-tetrahydrofuranformyl)pyrrolidine-3-yl)pentyl)-3-(4-pyridinyl)guanidine C(#N)N=C(NCCCCCC1CN(CC1)C(=O)C1OCCC1)NC1=CC=NC=C1